tert-Butyl 6-(5,6,7,8-tetrahydroimidazo[1,5-a]pyridin-1-yl)-2-azaspiro[3.4]octane-2-carboxylate C=1(N=CN2C1CCCC2)C2CC1(CN(C1)C(=O)OC(C)(C)C)CC2